FC1=C(NC=2C3=C(N=CN2)C=CC(=N3)O[C@@H]3CN(CC3)C(=O)OC(C)(C)C)C=CC(=C1F)OC[C@@H]1OCCC1 tert-butyl (3S)-3-[4-[2,3-difluoro-4-[[(2R)-tetrahydrofuran-2-yl]methoxy]anilino]pyrido[3,2-d]pyrimidin-6-yl]oxypyrrolidine-1-carboxylate